CC1=C(OC2=C(C=C(C=C2C1=O)C)[C@@H](C)NC1=CC=C(C(=C1C(=NO)N)F)F)C1=NC=CC=C1 6-[[(1R)-1-[3,6-Dimethyl-4-oxo-2-(2-pyridyl)chromen-8-yl]ethyl]amino]-2,3-difluoro-N'-hydroxy-benzamidine